N-(4-(hydroxymethyl)tetrahydro-2H-pyran-4-yl)-2-methyl-5-((4-methyloxazol-2-yl)methoxy)benzofuran-3-carboxamide OCC1(CCOCC1)NC(=O)C1=C(OC2=C1C=C(C=C2)OCC=2OC=C(N2)C)C